OC[C@@H]1N(CCC1)C1=NC2=CC(=CC=C2C(=N1)NC=1N=CN(C1)C1=CC(=C(C(=C1)OC)OC)OC)C#N (R)-2-(2-(hydroxymethyl)pyrrolidin-1-yl)-4-((1-(3,4,5-trimethoxyphenyl)-1H-imidazol-4-yl)amino)quinazoline-7-carbonitrile